C(C)(=O)OCCOCCOCCOC(C)=O triethylenglycol diacetate